2,5-bis(diphenylamino)terephthalaldehyde C1(=CC=CC=C1)N(C1=C(C=O)C=C(C(=C1)C=O)N(C1=CC=CC=C1)C1=CC=CC=C1)C1=CC=CC=C1